CC(CCCC)(O)O 1,4-dimethylbutanediol